N2-isopropyl-6-(6-(methylamino)pyridin-2-yl)-N4-(3-(methylsulfonyl)phenyl)-1,3,5-triazine-2,4-diamine C(C)(C)NC1=NC(=NC(=N1)NC1=CC(=CC=C1)S(=O)(=O)C)C1=NC(=CC=C1)NC